4-methoxycinnamic acid isoamyl ester C(CC(C)C)OC(C=CC1=CC=C(C=C1)OC)=O